furan-2,5-dicarboxylic acid diethyl ester C(C)OC(=O)C=1OC(=CC1)C(=O)OCC